C=1(C(=CC(=CC1)C)C=O)C(C)C cymenal